ClC=1C=C(C=CC1)N[C@H](CC(C)C)C(=O)N1[C@@H]2CC([C@H]([C@@H]1C(=O)N[C@H](/C=C(\C(=O)OCC)/F)C[C@@H]1C(NCC1)=O)CC2)(F)F ethyl (S,E)-4-((1S,3R,4S)-2-((3-chlorophenyl)-D-leucyl)-5,5-difluoro-2-azabicyclo[2.2.2]octane-3-carboxamido)-2-fluoro-5-((R)-2-oxopyrrolidin-3-yl)pent-2-enoate